CN(CCCOC1=NC=C(C=C1NS(=O)(=O)CCC)C1=CC=2C3=C(C=NC2C=C1)N(C(C31CC1)=O)C)C N-(2-(3-(Dimethylamino)propoxy)-5-(3'-methyl-2'-oxo-2',3'-dihydrospiro[cyclopropane-1,1'-pyrrolo[2,3-c]quinolin]-8'-yl)pyridin-3-yl)propane-1-sulfonamide